ClC=1C(=CC2=C(N(C(NC2=O)=O)C=2C(=NC=CC2C)C(C)C)N1)F (M)-7-chloro-6-fluoro-1-(2-isopropyl-4-methylpyridin-3-yl)pyrido[2,3-d]pyrimidine-2,4(1H,3H)-dione